C1(=CC=CC=C1)C1=NOC(C1)CC(=O)O 2-(3-phenyl-4,5-dihydro-1,2-oxazol-5-yl)acetic acid